F[C@H]1CCC(C=2N(C1)N=C1C2CN(CC1)C(=O)OC(C)(C)C)(F)F (s)-tert-butyl 8,11,11-trifluoro-3,4,8,9,10,11-hexahydro-1H-pyrido[4',3':3,4]pyrazolo[1,5-a]azepine-2(7H)-carboxylate